C(#N)C1CN(C1)S(=O)(=O)N1C[C@H](CCC1)C(=O)N1[C@H](CCC1)C(=O)N[C@@H](C(C)C)C1=C(C=C(C=C1)C(F)(F)F)F 1-(((3S)-1-((3-cyano-1-azetidinyl)sulfonyl)-3-piperidinyl)carbonyl)-N-((1S)-1-(2-fluoro-4-(trifluoromethyl)phenyl)-2-methylpropyl)-D-prolinamide